4-((2-(azetidin-1-ylmethyl)-6-chloro-3-fluorobenzyl)amino)-2,6-difluoro-3-methyl-N-(thiazol-4-yl)benzenesulfonamide 2,2,2-trifluoroacetate FC(C(=O)O)(F)F.N1(CCC1)CC1=C(CNC2=C(C(=C(C(=C2)F)S(=O)(=O)NC=2N=CSC2)F)C)C(=CC=C1F)Cl